N-((5-methylisoxazol-3-yl)methyl)-3-(((7-(pyridin-4-yl)-2,3-dihydrofuro[3,2-c]pyridin-4-yl)amino)methyl)benzamide CC1=CC(=NO1)CNC(C1=CC(=CC=C1)CNC1=NC=C(C2=C1CCO2)C2=CC=NC=C2)=O